C(=O)(C#N)OCCO ethylene glycol cyanocarbonate